tert-butyl (S)-(azetidin-2-ylmethyl)carbamate hydrochloride Cl.N1[C@@H](CC1)CNC(OC(C)(C)C)=O